2-(2-(2-chloro-2-propenoyl)-2,6-diazaspiro[3.4]octan-6-yl)-7,7-dimethyl-4-(5-methyl-1H-indazol-4-yl)-5,6,7,8-tetrahydro-3-quinolinecarbonitrile ClC(C(=O)N1CC2(C1)CN(CC2)C2=NC=1CC(CCC1C(=C2C#N)C2=C1C=NNC1=CC=C2C)(C)C)=C